COC([C@@H](N(C(=O)C1CN(C1)C(=O)[C@H]1N(CC1)C(C1=CC=CC=C1)(C1=CC=CC=C1)C1=CC=CC=C1)C)C(C)C)=O N-methyl-N-(1-((S)-1-tritylazetidine-2-carbonyl)azetidine-3-carbonyl)-L-valine methyl ester